2-(8-(piperidin-4-ylmethyl)-6,6a,7,8,9,10-hexahydro-5H-pyrazino[1',2':4,5]pyrazino[2,3-c]pyridazin-2-yl)phenol N1CCC(CC1)CN1CC2N(C=3C(=NN=C(C3)C3=C(C=CC=C3)O)NC2)CC1